1-(2-(3-methyloxetan-3-yl)acetoyloxy)-2-methylpropyl (S)-1-(2-chlorophenyl)-2-oxocyclohexylmethylcarbamate ClC1=C(C=CC=C1)[C@]1(C(CCCC1)=O)CNC(OC(C(C)C)OC(CC1(COC1)C)=O)=O